NC1=C(C=C(C=N1)NC(C(=O)N1C(CCC(C1)C)C1CCN(CC1)C(=O)NC)=O)C 1-(2-((6-amino-5-methylpyridin-3-yl)amino)-2-oxoacetyl)-N,5-dimethyl-[2,4'-Bipiperidine]-1'-carboxamide